BrC=1C=2N(C(=CC1)Cl)C(=NC2)C(=O)OC methyl 8-bromo-5-chloroimidazo[1,5-a]pyridin-3-carboxylate